C[C@@](C(=O)O)(CC1=CC=C(C=C1)C(C)(C)C)N(C)C(=O)OC(C)(C)C.C(C)N(CC(=O)O)CCOC1=CC=C(C=C1)OC1=C(C=CC2=CC(=CC=C12)O)C1=CC=C(C=C1)S(=O)(=O)C N-ethyl-N-(2-(4-((6-hydroxy-2-(4-(methylsulfonyl)phenyl)naphthalene-1-yl)oxy)Phenoxy)ethyl)glycine methyl-(2S)-2-[[(tert-butoxy)carbonyl](methyl)amino]-3-(4-tert-butylphenyl)propanoate